CO[C@H]1[C@@H](O[C@H]([C@@H]([C@H]1OC)OC)C)OC(NC1=CC=C(C=C1)C1=NN(C=N1)C1=CC=C(C=C1)OC(F)(F)F)=O N-[4-[1-[4-(trifluoromethoxy)phenyl]-1,2,4-triazol-3-yl]phenyl]carbamic acid [(2S,3R,4R,5S,6S)-3,4,5-trimethoxy-6-methyltetrahydropyran-2-yl] ester